COC1=C(C=CC=C1)C(C1=CC=CC=C1)(C1=CC=CC=C1)OS (methoxytriphenylmethyl)sulfenate